(1R,5S)-2-cyano-N-[2-[(4,4-difluorocyclohexyl)amino]-1-(5-fluoro-3-pyridyl)-2-oxo-ethyl]-N-[4-(pentafluoro-λ6-sulfanyl)phenyl]-2-azabicyclo[3.1.0]hexane-1-carboxamide C(#N)N1[C@@]2(C[C@@H]2CC1)C(=O)N(C1=CC=C(C=C1)S(F)(F)(F)(F)F)C(C(=O)NC1CCC(CC1)(F)F)C=1C=NC=C(C1)F